C12(CC(C1)C2)C(=O)N2[C@H]([C@H](C(C2)(F)F)NS(=O)(=O)CC)CC2=CC(=CC=C2)C2=NC(=CC(=N2)C)C N-[(2S,3R)-1-(bicyclo[1.1.1]pentane-1-carbonyl)-2-{[3-(4,6-dimethylpyrimidin-2-yl)phenyl]methyl}-4,4-difluoro-pyrrolidin-3-yl]ethanesulfonamide